C(#N)C1=NC(=C(N=C1C#N)C1=CC=CC=C1)C1=CC=CC=C1 2,3-dicyano-5,6-diphenylpyrazine